(R)-2-((1-(3-(2-azaadamantan-2-yl)-2-cyano-7-methylquinoxalin-5-yl)ethyl)amino)benzoic acid C12N(C3CC(CC(C1)C3)C2)C=2C(=NC3=CC(=CC(=C3N2)[C@@H](C)NC2=C(C(=O)O)C=CC=C2)C)C#N